(S or R)-N-(2-(3-(2-(5-fluorothiophen-2-yl)ethyl)-1-(2-(6-methylpyridin-3-yl)propan-2-yl)pyrrolidin-3-yl)propan-2-yl)methanesulfonamide FC1=CC=C(S1)CC[C@]1(CN(CC1)C(C)(C)C=1C=NC(=CC1)C)C(C)(C)NS(=O)(=O)C |o1:8|